2-(1,3-benzothiazol-6-ylamino)-6-(2,6-dichlorophenyl)imidazo[1,2-a]pyrimido[5,4-e]pyrimidin-5(6H)-one S1C=NC2=C1C=C(C=C2)NC=2N=CC=1C(N(C=3N(C1N2)C=CN3)C3=C(C=CC=C3Cl)Cl)=O